5,10,15,20-tetraphenyl-21H,23H-porphin iron (III) chloride [Fe](Cl)(Cl)Cl.C1(=CC=CC=C1)C=1C2=CC=C(N2)C(=C2C=CC(C(=C3C=CC(=C(C=4C=CC1N4)C4=CC=CC=C4)N3)C3=CC=CC=C3)=N2)C2=CC=CC=C2